2-fluoro-4-[2-(cyclopropylmethoxy)-5-methylsulfonylphenyl]-6-methylfuro[2,3-c]pyridin-7-one FC1=CC2=C(C(N(C=C2C2=C(C=CC(=C2)S(=O)(=O)C)OCC2CC2)C)=O)O1